N-cyclopropyl-2-(difluoromethoxy)-6-methoxy-4-[7-[1-(2-methoxyethylcarbamoyl)cyclopropyl]imidazo[1,2-a]pyridin-3-yl]benzamide C1(CC1)NC(C1=C(C=C(C=C1OC)C1=CN=C2N1C=CC(=C2)C2(CC2)C(NCCOC)=O)OC(F)F)=O